FC1=NC(=CC=C1)SC([2H])([2H])[2H] 2-fluoro-6-[(2H3)methylsulfanyl]pyridin